BrC=1C=NC2=CC=CC=C2C1C1CCC(CC1)(F)F 3-bromo-4-(4,4-difluorocyclohexyl)quinoline